6-(7-(((3S,5R)-3-amino-5-hydroxy-1-piperidinyl)carbonyl)-2-quinoxalinyl)-2-methyl-1(2H)-isoquinolinone N[C@@H]1CN(C[C@@H](C1)O)C(=O)C1=CC=C2N=CC(=NC2=C1)C=1C=C2C=CN(C(C2=CC1)=O)C